N2-isopropyl-N4-(2-(methylsulfonyl)benzyl)thieno[3,2-d]pyrimidine-2,4-diamine C(C)(C)NC=1N=C(C2=C(N1)C=CS2)NCC2=C(C=CC=C2)S(=O)(=O)C